(S)-8-chloro-6-(((1-(1-(difluoromethyl)cyclopropyl)-1H-1,2,3-triazol-4-yl)(6-fluoro-2-methylpyridin-3-yl)methyl)amino)-4-(((1-methylcyclobutyl)methyl)amino)quinoline-3-carbonitrile ClC=1C=C(C=C2C(=C(C=NC12)C#N)NCC1(CCC1)C)N[C@@H](C=1C(=NC(=CC1)F)C)C=1N=NN(C1)C1(CC1)C(F)F